CNC Dimethylamine